3-[(1-{[2-(2,6-dioxo-hexahydropyridin-3-yl)-1,3-dioxo-2,3-dihydro-1H-isoindol-5-yl]amino}-9-oxo-3,6-dioxanon-9-yl)amino]benzamide O=C1NC(CCC1N1C(C2=CC=C(C=C2C1=O)NCCOCCOCCC(=O)NC=1C=C(C(=O)N)C=CC1)=O)=O